(4-(4-(8-(5-cyclopropyl-2-ethoxy-4-(methoxycarbonyl)benzyl)-3-oxo-2,8-diazaspiro[4.5]decan-2-yl)benzamido)butyl)phosphonic acid C1(CC1)C=1C(=CC(=C(CN2CCC3(CC(N(C3)C3=CC=C(C(=O)NCCCCP(O)(O)=O)C=C3)=O)CC2)C1)OCC)C(=O)OC